2-Methoxy-3-methyl-5-[rac-(3S)-3-methyl-2,3,4,5-tetrahydropyridin-6-yl]pyridine COC1=NC=C(C=C1C)C=1CC[C@@H](CN1)C |r|